Cl.C1(CC1)NC1=CC=NC=2N1N=CC2C#N 7-(cyclopropylamino)pyrazolo[1,5-a]pyrimidine-3-carbonitrile hydrochloride